methyl 1-(5-(3-((5-cyano-4-(4-fluorophenyl)thiazol-2-yl)(methyl)amino)-2-ethyl imidazo[1,2-a]pyridin-6-yl)pyrimidin-2-yl)piperidine-4-carboxylate C(#N)C1=C(N=C(S1)N(C1=C(N=C2N1C=C(C=C2)C=2C=NC(=NC2)N2CCC(CC2)C(=O)OC)CC)C)C2=CC=C(C=C2)F